BrC1=CC(=C(C=C1)[N+](=O)[O-])OC[2H] 4-bromo-2-(deuteromethoxy)-1-nitrobenzene